(hydroxymethyl)phosphonium chloride (sulfate) S(=O)(=O)([O-])[O-].[Cl-].OC[PH3+].OC[PH3+].OC[PH3+]